4-cyclohexyldimethylterephthalate C1(CCCCC1)C1(C(C(=C(C(=O)[O-])C=C1)C)C)C(=O)[O-]